7-DeazadeoxyGuanosine [C@@H]1(C[C@H](O)[C@@H](CO)O1)N1C=CC=2C(=O)NC(N)=NC12